COC1=C(C=C2C(=NC(=NC2=C1)C)O)O 7-Methoxy-2-methylquinazoline-4,6-diol